(E)-3-(4-Hydroxy-3-nitrophenyl)-1-(4-iodophenyl)prop-2-en-1-one OC1=C(C=C(C=C1)/C=C/C(=O)C1=CC=C(C=C1)I)[N+](=O)[O-]